4-(cyano(hydroxy)methyl)benzonitrile C(#N)C(C1=CC=C(C#N)C=C1)O